methyl 2,2-dimethylglycinate hydrochloride Cl.CC(N)(C(=O)OC)C